C1(CC1)C1=C(C=C(C(=O)O)C=C1)S(NC1=C(C=CC(=C1)S(=O)(=O)C)N1C=CC=C1)(=O)=O 4-cyclopropyl-3-(N-(5-(methylsulfonyl)-2-(pyrrol-1-yl)phenyl)sulfamoyl)benzoic acid